suberyl dichloride C(CCCCCCC(=O)Cl)(=O)Cl